naphthyridin-6(7H)-one C1C(=O)C=C2C=CC=NC2=N1